1-(3-(((4,4-bis(octyloxy)butanoyl)oxy)methyl)-5-(((4-(((2-(pyrrolidin-1-yl)ethyl)carbamoyl)oxy)decanoyl)oxy)methyl)benzyl) 9-(2-butyloctyl) nonanedioate C(CCCCCCCC(=O)OCC(CCCCCC)CCCC)(=O)OCC1=CC(=CC(=C1)COC(CCC(CCCCCC)OC(NCCN1CCCC1)=O)=O)COC(CCC(OCCCCCCCC)OCCCCCCCC)=O